C(C)(C)(C)NC1CN(CC1)C=1SC2=C(N1)SC(=N2)C2=C(C=C(C=C2)C=2C=NNC2)O 2-{5-[3-(Tert-butylamino)pyrrolidin-1-yl][1,3]thiazolo[5,4-d][1,3]thiazol-2-yl}-5-(1H-pyrazol-4-yl)phenol